NCCOC1CN(C1)CC1=CC=C(C=C1)C1=CC=C(C=C1)C1=C(C2=C(NC(=N2)OC=2C=CC(=C(C(=O)OC)C2)C)C=C1F)F methyl 5-((5-(4'-((3-(2-aminoethoxy)azetidin-1-yl)methyl)-[1,1'-biphenyl]-4-yl)-4,6-difluoro-1H-benzo[d]imidazol-2-yl)oxy)-2-methylbenzoate